isopropyl 2-[3-[3-fluoro-4-[2-oxo-2-[3-[[[(2S,3R,4R,5R)-2,3,4,5,6-pentahydroxyhexyl]amino]methyl] azetidin-1-yl]ethyl]phenoxy]propyl]-7-azaspiro[3.5]nonane-7-carboxylate FC=1C=C(OCCCC2CC3(C2)CCN(CC3)C(=O)OC(C)C)C=CC1CC(N1CC(C1)CNC[C@@H]([C@H]([C@@H]([C@@H](CO)O)O)O)O)=O